C(C)S(=O)(=O)O.[F] fluorine ethanesulfonic acid